1-methyl-1-propyl-piperidinium bis(trifluoromethanesulfonyl)imide [N-](S(=O)(=O)C(F)(F)F)S(=O)(=O)C(F)(F)F.C[N+]1(CCCCC1)CCC